[1-(1-Methyl-1H-indazol-7-yl)-5-[3-(2-methylpropoxy)phenyl]-1H-pyrazol-3-yl]methanol CN1N=CC2=CC=CC(=C12)N1N=C(C=C1C1=CC(=CC=C1)OCC(C)C)CO